(R)-7-(5-(5-((2-fluoro-3-hydroxy-3-methylbutyl)amino)-1,3,4-thiadiazol-2-yl)-4-(isopropylamino)pyridin-2-yl)pyrrolo[1,2-b]pyridazine-3-carbonitrile F[C@H](CNC1=NN=C(S1)C=1C(=CC(=NC1)C1=CC=C2N1N=CC(=C2)C#N)NC(C)C)C(C)(C)O